N-(3-(4-methyl-6-propionylpyridin-3-yl)-1,6-naphthyridin-7-yl)cyclopropane-1-carboxamide CC1=C(C=NC(=C1)C(CC)=O)C=1C=NC2=CC(=NC=C2C1)NC(=O)C1CC1